FC(OC=1C=CC=C2C(=CNC(C12)=O)C)F 8-(difluoromethoxy)-4-methyl-1-oxoisoquinoline